O1COC2=CC(C=CC)=CC=C12 Isosafrol